FC1=CC2=C(N(C(=N2)NC)C2=NC(=CC(=N2)C(C)([S@](=O)(=N)C)C)N2[C@@H](COCC2)C)C=C1 5-Fluoro-N-methyl-1-{4-[1-methyl-1-((S)-S-methylsulfonimidoyl)ethyl]-6-[(3R)-3-methylmorpholin-4-yl]pyrimidin-2-yl}-1H-benzimidazol-2-amine